C(C)(C)(C)OC(C)=O tert.Butylacetat